acetic acid [(1r,2s,5r)-5-methyl-2-prop-2-ylcyclohexyl] ester (menthyl acetate) C1(CC(C(CC1)C(C)C)CC(=O)O)C.C[C@@H]1CC[C@H]([C@@H](C1)OC(C)=O)C(C)C